ClC(C=C(F)F)C(F)(F)F 3-chloro-1,1,4,4,4-pentafluorobut-1-ene